CC1=CC=C(C=C1)S(=O)(=O)O[C@H]1COCC1 (3R)-oxolane-3-yl 4-methylbenzenesulfonate